3,5-dimethylaniline hydrochloride Cl.CC=1C=C(N)C=C(C1)C